CN(C(CC(=O)O)C)C 3-(dimethylamino)butyric acid